[I-].NO[C@@H](COC1=CC=C(C=C1)C=1[N+](=CN(C1)CCCNC(=O)OC(C)(C)C)C)C(=O)OC(C)(C)C (S)-4-(4-(2-(aminooxy)-3-(t-butoxy)-3-oxopropoxy)phenyl)-1-(3-((t-butoxycarbonyl)amino)propyl)-3-methyl-1H-imidazol-3-ium iodide